ClC=1C=CC2=C(C=CC=3CC4=CC(C=CC4=CC23)(C)C)C1 3-chloro-9,9-dimethyl-7H-benzanthracene